FC1(C(C=2C(=CN(C2CC1)C1=NC=C(C=C1)F)C(F)(F)F)O)F 5,5-difluoro-1-(5-fluoropyridin-2-yl)-3-(trifluoromethyl)-4,5,6,7-tetrahydro-1H-indol-4-ol